C(C)OC(=O)C=1C(=NC(=NC1)Cl)N[C@@H]1CC[C@H](CC1)OC 2-chloro-4-((trans-4-methoxycyclohexyl)amino)pyrimidine-5-carboxylic acid ethyl ester